ClC1=NC(=C(C(=O)O)C=C1)N1CCC2(CC2)CC1 6-chloro-2-(6-azaspiro[2.5]octan-6-yl)nicotinic acid